O=C1NC(CCC1N1C(C2=CC=CC(=C2C1=O)N1CCC(CC1)CCCNC(C1=CC=C(C(=O)NC2=CC3=C(NC(=N3)CN3[C@H](CCC3)C)C=C2)C=C1)=O)=O)=O N1-(3-(1-(2-(2,6-dioxopiperidin-3-yl)-1,3-dioxoisoindolin-4-yl)piperidin-4-yl)propyl)-N4-(2-(((S)-2-methylpyrrolidin-1-yl)methyl)-1H-benzo[d]imidazol-5-yl)terephthalamide